COC1=NC=C(C(=O)NC2=CC(=CC=C2)OCC2(COC2)C)C=C1 6-methoxy-N-(3-((3-methyloxetan-3-yl)methoxy)phenyl)nicotinamide